CC1=NC(=CC=C1O[C@@H]1C[C@H](CCC1)C(=O)O)C=1N=NN(C1CNC1=NOC(=N1)CCCC(F)(F)F)C (1S,3S)-3-((2-Methyl-6-(1-methyl-5-(((5-(4,4,4-trifluorobutyl)-1,2,4-oxadiazol-3-yl)amino)methyl)-1H-1,2,3-triazol-4-yl)pyridin-3-yl)oxy)cyclohexane-1-carboxylic acid